N1-(2-Aminophenyl)-N7-(4-methylphenyl)heptanediamide NC1=C(C=CC=C1)NC(CCCCCC(=O)NC1=CC=C(C=C1)C)=O